FC=1C=CC(=C(C1)C1=CC=C(S1)[C@@H](C)NC(=O)C1=NN(C(C=C1)=O)C1=C(C=CC=C1)F)C=O N-[(1R)-1-[5-(5-fluoro-2-formylphenyl)-2-thienyl]ethyl]-1-(2-fluorophenyl)-6-oxopyridazine-3-carboxamide